2-(2,6-dioxopiperidin-3-yl)-7-hydroxy-1,3-dioxoisoindolin O=C1NC(CCC1N1C(C2=C(C=CC=C2C1=O)O)=O)=O